CC(C)(C)OC(=O)C1=CC=CN1 Boc-pyrrole